C1(CC1)S(=O)(=O)N1C[C@H]([C@@H](CC1)NC1=NN2C(C=N1)=C(C=C2C2=NC=CC(=C2)C(F)F)F)O (3R,4R)-1-(cyclopropylsulfonyl)-4-((7-(4-(difluoromethyl)pyridin-2-yl)-5-fluoropyrrolo[2,1-f][1,2,4]triazin-2-yl)amino)piperidin-3-ol